2-bromo-5-nitro-3-(trifluoromethyl)pyridine BrC1=NC=C(C=C1C(F)(F)F)[N+](=O)[O-]